C(C)(C)(C)C=1C=C(C=CC1)C1=CC(=CC=C1)[C@H](C(=O)N1CC2=C(CCC1)N=C(NC2=O)C2(CC2)C2=CC(=CC=C2)Cl)O (R)-6-(2-(3'-(tert-butyl)-[1,1'-biphenyl]-3-yl)-2-hydroxyacetyl)-2-(1-(3-chlorophenyl)cyclopropyl)-3,5,6,7,8,9-hexahydro-4H-pyrimido[5,4-c]azepin-4-one